COC1=C(N)C=CC(=C1)N1CCC(CC1)N1CCN(CC1)C 2-methoxy-4-[4-(4-methylpiperazin-1-yl)piperidin-1-yl]aniline